1-(tert-butyl)-5-((2-methoxypyridin-4-yl)amino)-3-(4-nitrophenyl)-1H-pyrazole-4-carboxamide C(C)(C)(C)N1N=C(C(=C1NC1=CC(=NC=C1)OC)C(=O)N)C1=CC=C(C=C1)[N+](=O)[O-]